FC1=C(C(=C(C(=C1[B-](C1=C(C(=C(C(=C1F)F)F)F)F)(C1=C(C(=C(C(=C1F)F)F)F)F)C1=C(C(=C(C(=C1F)F)F)F)F)F)F)F)F.C(CCCCCCCCCCCCCCCCC)[NH2+]CCCCCCCCCCCCCCCCCC dioctadecyl-ammonium tetrakis(pentafluorophenyl)borate